4-(2-(7-methoxy-1-methyl-9H-pyrido[3,4-b]indol-9-yl)propyl)morpholine COC1=CC=C2C3=C(N(C2=C1)C(CN1CCOCC1)C)C(=NC=C3)C